ClC1=NC(=NC=C1F)C=1C=C(C2=C(N(C(=N2)C)C(C)C)C1)F 6-(4-chloro-5-fluoropyrimidin-2-yl)-4-fluoro-1-isopropyl-2-methyl-1H-benzimidazole